(R)-3-(3-chloro-4-fluorophenyl)-1-methyl-1-(6-oxo-1,2,3,4,5,6-hexahydrophenanthridin-1-yl)urea ClC=1C=C(C=CC1F)NC(N([C@@H]1CCCC=2NC(C3=CC=CC=C3C12)=O)C)=O